2-chloro-3-methylsulfanyl-4-(1,1,2,2-tetrafluoroethoxy)benzoic acid ClC1=C(C(=O)O)C=CC(=C1SC)OC(C(F)F)(F)F